N[C@H]1CS(C2=C(N(C1=O)CC1=CC=C(C=C1)Cl)C=C(C(=C2)F)C=2OC(=NN2)C2CN(CCC2(F)F)C)(=O)=O (3R)-3-amino-5-[(4-chlorophenyl)methyl]-7-[5-(4,4-difluoro-1-methyl-3-piperidyl)-1,3,4-oxadiazol-2-yl]-8-fluoro-1,1-dioxo-2,3-dihydro-1lambda6,5-benzothiazepin-4-one